1,5-diethyl-9,10-bis(isopentyloxycarbonyloxy)anthracene C(C)C1=CC=CC2=C(C3=C(C=CC=C3C(=C12)OC(=O)OCCC(C)C)CC)OC(=O)OCCC(C)C